C(C)(C)(C)OC(N[C@@H]1C[C@@H](C1)N)=O (cis-3-aminocyclobutyl)carbamic acid tert-butyl ester